FC(F)(F)N1CCC2=CC=CC=C12 (trifluoromethyl)indolin